N1N=CC(=C1)C1=CC=C(C=C1)NC1=NC(=NC(=C1C)C)C1=CC=C2C=C(N(C2=C1)C)C(=O)N1CC(C1)(F)F (6-(4-((4-(1H-pyrazol-4-yl)phenyl)amino)-5,6-dimethylpyrimidin-2-yl)-1-methyl-1H-indol-2-yl)(3,3-difluoroazetidin-1-yl)methanone